C(C)(C)(C)OC(=O)N1C[C@@H](C([C@@H](C1)C)(F)F)OCCOC1=CC(=CC=2NC(N(C21)C)=O)NC2=NC(=NC=C2Cl)Cl (3S,5R)-3-(2-((6-((2,5-dichloropyrimidin-4-yl)amino)-3-methyl-2-oxo-2,3-dihydro-1H-benzo[d]imidazol-4-yl)oxy)ethoxy)-4,4-difluoro-5-methylpiperidine-1-carboxylic acid tert-butyl ester